3-(4-amino-7-(cyclopropanecarbonyl)-3-(pyrazolo[1,5-a]pyridin-6-ylidenemethyl)-1H-pyrazolo[4,3-c]pyridin-1-yl)pyrrolidin NC1=NC=C(C2=C1C(=NN2C2CNCC2)C=C2C=CC=1N(C2)N=CC1)C(=O)C1CC1